N1=C(C=CC2=NC=CC=C12)C=1C=CN2N=C(N=CC21)C2(CC(C2)NC)N 1-(5-(1,5-naphthyridin-2-yl)pyrrolo[2,1-f][1,2,4]triazin-2-yl)-N3-methylcyclobutane-1,3-diamine